BrC1=CC=CC=2CCS(C21)(=O)=O 7-bromo-2,3-dihydro-1λ6-benzothiophene-1,1-dione